OC1COC(OC1)C 5-hydroxy-2-methyl-1,3-dioxane